CN(N=N)C dimethyl-triazene